ClC1=CNC=2N=C(C=C(C21)NC2CCCCC2)NC2=C(C=C(C=C2)S(=O)(=O)N2CCOCC2)OC 3-chloro-N4-cyclohexyl-N6-(2-methoxy-4-(morpholinosulfonyl)phenyl)-1H-pyrrolo[2,3-b]pyridine-4,6-diamine